2-(cyclohexylmethyl)-7-azaindole C1(CCCCC1)CC=1NC2=NC=CC=C2C1